6-(2,3-Bis(5-norbornen-2-ylcarbonyloxy)propylthio)hexane-1,1-diyl-bis(phosphonic acid) C12C(CC(C=C1)C2)C(=O)OC(CSCCCCCC(P(O)(O)=O)P(O)(O)=O)COC(=O)C2C1C=CC(C2)C1